[8-[1,2-dimethyl-4-(methylamino)-6-(trifluoromethyl)benzimidazol-5-yl]-1-nitro-indolizin-3-yl]-(3,4,5-trifluorophenyl)methanone CN1C(=NC2=C1C=C(C(=C2NC)C2=CC=CN1C(=CC(=C21)[N+](=O)[O-])C(=O)C2=CC(=C(C(=C2)F)F)F)C(F)(F)F)C